C(CC=CCC(=O)O)(=O)O 3-Hexenedioic Acid